(S)-N-(4-(N-tert-butylsulfamoyl)phenyl)-1-(4-fluorobenzoyl)pyrrolidine-2-carboxamide C(C)(C)(C)NS(=O)(=O)C1=CC=C(C=C1)NC(=O)[C@H]1N(CCC1)C(C1=CC=C(C=C1)F)=O